tris(p-butoxyphenyl)sulfonium p-toluenesulfonate CC1=CC=C(C=C1)S(=O)(=O)[O-].C(CCC)OC1=CC=C(C=C1)[S+](C1=CC=C(C=C1)OCCCC)C1=CC=C(C=C1)OCCCC